N=1C=NN2C1C=CC(=C2)C2=CNC1=NC=C(C=C12)C(=O)NC=1C=NN(C1)C1CCN(CC1)C 3-([1,2,4]triazolo[1,5-a]pyridin-6-yl)-N-(1-(1-methylpiperidin-4-yl)-1H-pyrazol-4-yl)-1H-pyrrolo[2,3-b]pyridine-5-carboxamide